N(=[N+]=[N-])[C@H]1C[C@@](N(C1)C(=O)OC(C)(C)C)(C(=O)OCC1=CC=CC=C1)CCCCB1OC(C(O1)(C)C)(C)C (2R,4S)-2-Benzyl 1-Tert-Butyl 4-Azido-2-(4-(4,4,5,5-Tetramethyl-1,3,2-Dioxaborolan-2-yl)Butyl)Pyrrolidine-1,2-Dicarboxylate